(2R,4R)-1-(tert-Butoxycarbonyl)-2-methylpiperidine-4-carboxylic acid C(C)(C)(C)OC(=O)N1[C@@H](C[C@@H](CC1)C(=O)O)C